CC1=CCC(CC1)C(C)(C)OC(=O)C terpinyl acetate